ClC=1C(=C(CN2[C@@H](CC(CC2)(C(=O)O)CC2=NC(=CC=C2F)NC2=NNC(=C2)C)C)C(=CC1)C)F (2R)-1-(3-chloro-2-fluoro-6-methylbenzyl)-4-((3-fluoro-6-((5-methyl-1H-pyrazol-3-yl)amino)pyridin-2-yl)methyl)-2-methyl-piperidine-4-carboxylic acid